CCCCCCCCCCC=CC(CCCCCCCC(C)=O)=O docos-11-ene-13,21-dione